[Si+4].[Pb+2].[O-2].[K+] potassium oxide lead-silicon